N1CCC2=C(C=CC=C12)N1CCC(CC1)CC(=O)OC(C)(C)C tert-butyl 2-(1-indolin-4-yl-4-piperidyl)acetate